[Si](C1=CC=CC=C1)(C1=CC=CC=C1)(C(C)(C)C)OCC[C@H](C)CS(=O)(=O)[O-] [(1S)-3-[tert-butyl(diphenyl)silyl]oxy-1-methyl-propyl]methanesulfonate